N-(2-(1-(2-(2-((2-(2,6-dioxopiperidin-3-yl)-1,3-dioxoisoindolin-5-yl)oxy)ethoxy)eth-yl)piperidin-4-yl)-6-methoxy-2H-indazol-5-yl)-6-(trifluoro-methyl)picolinamide O=C1NC(CCC1N1C(C2=CC=C(C=C2C1=O)OCCOCCN1CCC(CC1)N1N=C2C=C(C(=CC2=C1)NC(C1=NC(=CC=C1)C(F)(F)F)=O)OC)=O)=O